FC=1C(=C(C=CC1F)[C@H]1[C@@H](O[C@]([C@H]1C)(C(F)(F)F)C)C(=O)NC1=CC(=NC=C1)C1(OC(OC1)(C)C)C)OC |o1:8,9,11,12| rel-(2R*,3S*,4S*,5R*)-3-(3,4-difluoro-2-methoxyphenyl)-4,5-dimethyl-5-(trifluoromethyl)-N-(2-(2,2,4-trimethyl-1,3-dioxolan-4-yl)pyridin-4-yl)tetrahydrofuran-2-carboxamide